NC=1C(=NC(=CN1)C=1C=NN(C1)C1CN(C1)C(=O)OC(C)(C)C)C(=O)OC methyl 3-amino-6-(1-(1-(tert-butoxycarbonyl)azetidin-3-yl)-1H-pyrazol-4-yl)pyrazine-2-carboxylate